CC(=C)C=CC(C(=C)C)C 2,5,6-trimethyl-1,3,6-heptatriene